perfluorobutanesulfonic acid (perfluorobutanesulfonate) FC(C(C(C(F)(F)F)(F)F)(F)F)(S(=O)(=O)O)F.FC(C(C(C(F)(F)F)(F)F)(F)F)(S(=O)(=O)O)F